C(C)C1CC2(C(NC(N2)=O)=O)CCC1 trans-7-ethyl-1,3-diazaspiro[4.5]decane-2,4-dione